C(C(=C([2H])[2H])[2H])(=O)N[C@H]1CN(CCC1)CC1=CC(=NC=C1)C(=O)NC1=CC=C(C=C1)C1=CC2=C(N=CN=C2N2CCOCC2)N1 (R)-4-((3-(acrylamido-2,3,3-d3)piperidin-1-yl)methyl)-N-(4-(4-morpholino-7H-pyrrolo[2,3-d]pyrimidin-6-yl)phenyl)picolinamide